N=1N(N=CC1)C1=C(C(=O)Cl)C=CC=C1 2-(2H-1,2,3-triazol-2-yl)benzoyl chloride